(3R,4S,5S,6R)-6-(hydroxymethyl)-2,3,4,5-piperidinetetraol OC[C@@H]1[C@@H]([C@@H]([C@H](C(N1)O)O)O)O